methyl(prop-2-yn-1-yl)((4-(5-(trifluoromethyl)-1,2,4-oxadiazol-3-yl)phenyl)imino)-λ6-sulfanone CS(=O)(=NC1=CC=C(C=C1)C1=NOC(=N1)C(F)(F)F)CC#C